7-((2s,5r)-5-ethyl-4-(1-(2-fluoro-4-(trifluoromethyl)phenyl)ethyl)-2-methylpiperazin-1-yl)-4-methyl-2-(tetrahydro-2H-pyran-2-yl)-2,4-dihydro-5H-pyrazolo[4,3-b]pyridin-5-one C(C)[C@H]1N(C[C@@H](N(C1)C=1C=2C(N(C(C1)=O)C)=CN(N2)C2OCCCC2)C)C(C)C2=C(C=C(C=C2)C(F)(F)F)F